Ethyl-2-O-p-methoxybenzyl-3,4-di-O-benzyl-6-levulinyl-alpha-D-galactopyranose C(C)[C@@]1(O)[C@H](OCC2=CC=C(C=C2)OC)[C@@H](OCC2=CC=CC=C2)[C@@H](OCC2=CC=CC=C2)[C@H](O1)C(O)C(CCC(=O)C)=O